NC1=C(C=C(C=C1)N(C(C(F)F)=O)C)P(=O)(C)C N-(4-amino-3-(dimethylphosphoryl)phenyl)-2,2-difluoro-N-methylacetamide